mono(2-hydroxypropyl)amine OC(CN)C